[N+](=O)([O-])C1=C(N)C=CC(=C1)OC1=CC=C(C=C1)[N+](=O)[O-] 2-nitro-4-(4-nitrophenoxy)aniline